C1(=CC=CC=C1)N1NC(=CC1C1=CC=C(C=C1)OC)C1=CC=CC=C1 1,3-diphenyl-5-(4-methoxy-phenyl)-pyrazoline